(1R,4R)-4-((4-((1-(2-(methylsulfonyl)ethyl)-1H-pyrazol-3-yl)amino)pyrimidin-2-yl)amino)cyclohexan-1-ol CS(=O)(=O)CCN1N=C(C=C1)NC1=NC(=NC=C1)NC1CCC(CC1)O